FC=1C=C(OC=2SC3=NC=4N(C=C3N2)CCC4)C=C(C1)F 2-(3,5-difluorophenoxy)-6,7-dihydropyrrolo[1,2-a]thiazolo[5,4-d]pyrimidine